CC=1N=C2N(C=C(C=C2C)C=2C=CC(=NC2CC)N2CCN(CC2)C=2N=CC3=C(N2)CNCC3)C1 2-[4-[5-(2,8-dimethylimidazo[1,2-a]pyridin-6-yl)-6-ethyl-2-pyridyl]piperazin-1-yl]-5,6,7,8-tetrahydropyrido[3,4-d]pyrimidine